2-({2-[(4-chloro-2-fluorophenyl)methoxy]-3-(fluoromethyl)-5,6,7,8-tetrahydro-1,7-naphthyridin-7-yl}methyl)-1-{[(2S)-oxetan-2-yl]methyl}-1H-1,3-benzodiazole-6-carboxylic acid ClC1=CC(=C(C=C1)COC1=NC=2CN(CCC2C=C1CF)CC1=NC2=C(N1C[C@H]1OCC1)C=C(C=C2)C(=O)O)F